CCCCCCCCC(C)C Isoundecan